C(C)(C)(C)C=1C=C(C=C(C1O)C(C)(C)C)CCC(=O)NC1=CC=C(S(=O)(=O)O)C=C1 N-[3-(3,5-di-tert-butyl-4-hydroxyphenyl)-propionyl]Sulfanilic acid